Benzyl 4-((((1R,3r,5S)-3-(5-cyanoisoxazole-3-carboxamido)-8-azabicyclo[3.2.1]octan-8-yl)sulfonyl)methyl)piperidine-1-carboxylate C(#N)C1=CC(=NO1)C(=O)NC1C[C@H]2CC[C@@H](C1)N2S(=O)(=O)CC2CCN(CC2)C(=O)OCC2=CC=CC=C2